(R)- or (S)-2-(2-Trifluoromethyl-pyrimidin-4-yl)-but-3-yn-2-ol FC(C1=NC=CC(=N1)[C@@](C)(C#C)O)(F)F |o1:8|